2-({7-amino-1-oxo-4-[3-(thiophen-3-yl)-1H-indazol-5-yl]-2,3-dihydro-1H-isoindol-2-yl}methyl)prop-2-enamide NC=1C=CC(=C2CN(C(C12)=O)CC(C(=O)N)=C)C=1C=C2C(=NNC2=CC1)C1=CSC=C1